BrC1=CC(=CC=2C(C3=CC=CC=C3C12)=O)OCCC(C)(C)O 4-bromo-2-(3-hydroxy-3-methylbutyloxy)-9H-fluoren-9-one